1-(((8-(benzyloxy)-5-iodochroman-6-yl)methyl)(isopropyl)amino)-4-oxo-1,4-dihydropyridine-3-carboxylic acid ethyl ester C(C)OC(=O)C1=CN(C=CC1=O)N(C(C)C)CC=1C(=C2CCCOC2=C(C1)OCC1=CC=CC=C1)I